CC(C)(C)OC(=O)C(CCC[C@@H](C(=O)O)NC(=O)OCC1C2=CC=CC=C2C3=CC=CC=C13)C(=O)OC(C)(C)C (S)-Fmoc-2-amino-6-tert-butoxycarbonyl-heptanedioic acid-7-tert-butyl ester